C(C)(C)N1N=CC=C1CN(C#N)CC1=CC=C(C=C1)OC N-((1-isopropyl-1H-pyrazol-5-yl)methyl)-N-(4-methoxybenzyl)cyanamide